1-(2-diphenylphosphino-1-naphthyl)isoquinoline C1(=CC=CC=C1)P(C1=C(C2=CC=CC=C2C=C1)C1=NC=CC2=CC=CC=C12)C1=CC=CC=C1